FC=1C(=NC(=NC1)N[C@H]1[C@@H](COCC1)O)C1=CC=C2C(C=C(N(C2=C1)C(C)C)CN1C[C@H](CC1)F)=O 7-(5-fluoro-2-(((3S,4R)-3-hydroxytetrahydro-2H-pyran-4-yl)amino)pyrimidin-4-yl)-2-(((S)-3-fluoropyrrolidin-1-yl)methyl)-1-isopropylquinolin-4(1H)-one